ClC1=C(C=CC=C1)C=1N(C(=C(N1)C1=CC=CC=C1)C1=CC=CC=C1)N1C(=NC(=C1C1=CC=CC=C1)C1=CC=CC=C1)C1=C(C=CC=C1)Cl 2,2'-bis(2-chlorophenyl)-4,4',5,5'-tetraphenyl-1,1'-biimidazole